5-[4'-fluoro-2-(trifluoromethyl)biphenyl-4-yl]-3,6-dihydro-2H-1,3,4-oxadiazin-2-one FC1=CC=C(C=C1)C1=C(C=C(C=C1)C1=NNC(OC1)=O)C(F)(F)F